CS(=O)(=O)NC(=O)C=1C=C(C=CC1)CC(=O)O 2-(3-((methylsulfonyl)carbamoyl)phenyl)acetic acid